(2R,3S)-2-(4-(cyclopentylamino)phenyl)-1-((3,5-dimethylphenyl)-sulfonyl)-N-(4-methyl-3-(trifluoromethyl)phenyl)piperidine-3-carboxamide C1(CCCC1)NC1=CC=C(C=C1)[C@@H]1N(CCC[C@@H]1C(=O)NC1=CC(=C(C=C1)C)C(F)(F)F)S(=O)(=O)C1=CC(=CC(=C1)C)C